3-(2-(hydroxyethylamino)propylamino)-6-methylpyrimidine OCCNC(CNN1CN=C(C=C1)C)C